(1S,2S,3R,4R)-3-((5-phenyl-2-((3-(pyrrolidine-1-carbonyl)phenyl)amino)pyrimidin-4-yl)amino)bicyclo[2.2.1]hept-5-ene-2-carboxamide C1(=CC=CC=C1)C=1C(=NC(=NC1)NC1=CC(=CC=C1)C(=O)N1CCCC1)N[C@H]1[C@H]([C@@H]2C=C[C@H]1C2)C(=O)N